ClC=1C=CC2=C(C(=NC3=C(O2)C=CC=C3)N3CCN(CC3)C)C1 2-chloro-11-(4-methyl-1-piperazinyl)dibenzo[b,f][1,4]oxazepine